Tert-butyl-4-(4-(3-methyl-2,6-dioxopiperidin-3-yl)phenyl)piperazine C(C)(C)(C)N1CCN(CC1)C1=CC=C(C=C1)C1(C(NC(CC1)=O)=O)C